CC1=CC(=NC(=N1)OCCC(F)(F)F)C1=NN=C(S1)C1=C(C=C(C=C1)NS(=O)(=O)CCO)N1CCC2(CC2)CC1 N-(4-(5-(6-methyl-2-(3,3,3-trifluoropropoxy)pyrimidin-4-yl)-1,3,4-thiadiazol-2-yl)-3-(6-azaspiro[2.5]octan-6-yl)phenyl)-2-hydroxyethane-1-sulfonamide